C1=CC=CC2=C(C3=CC=CC=C3C(=C12)CC(C(=O)O)C(=O)O)CC(C(=O)O)C(=O)O L-9,10-anthracenediyl-bis(methylene)bis-malonic acid